7-fluoroimidazo[1,5-a]quinoxaline-8-carboxylic acid FC=1C=C2N=CC=3N(C2=CC1C(=O)O)C=NC3